6-(4-((Boc)amino)phenyl)-3,4-dihydro-1H-pyrrolo[2,1-c][1,4]oxazine-8-carboxylic acid C(=O)(OC(C)(C)C)NC1=CC=C(C=C1)C1=CC(=C2COCCN21)C(=O)O